FC(C1=CC=C(C=C1)NC=1C(=NC=CN1)N1CCN(CC1)C(C#C)=O)(F)F 1-[4-(3-{[4-(trifluoromethyl)phenyl]amino}pyrazin-2-yl)piperazin-1-yl]prop-2-yn-1-one